C(C)N(CC)CCCN(CC)CC N,N-diethyl-3-diethylamino-propylamine